C(C1=CC=CC=C1)OC=1C2=C(N=C(N1)SC)CN(CC2)C(=O)OC(C)(C)C tert-butyl 4-(benzyloxy)-2-(methylthio)-5,6-dihydropyrido[3,4-d]pyrimidine-7(8H)-carboxylate